NN1C(=NC(=C1C(=O)N)C1=CC=C(C=C1)C(NC1=NC=CC(=C1)C)=O)C1N(CCC1)C(\C(=C\C(C)C)\C#N)=O (E)-1-amino-2-(1-(2-cyano-4-methylpent-2-enoyl)pyrrolidin-2-yl)-4-(4-((4-methylpyridin-2-yl)carbamoyl)phenyl)-1H-imidazole-5-carboxamide